FN=C=O fluoroisocyanic acid